5-bromo-7-methoxy-3,4-dihydro-1H-isoquinoline-2-carboxylic acid tert-butyl ester C(C)(C)(C)OC(=O)N1CC2=CC(=CC(=C2CC1)Br)OC